COC1CCC(CC1)C(=O)O 4-methoxycyclohexane-1-carboxylic acid